CC(=CC[C@@]12C3=C(C=C(C=C3)O)O[C@@]1(C(=O)C4=C(O2)C=C5C(=C4O)C[C@@H](O5)C(C)(C)O)O)C The molecule is an extended flavonoid that is the 2R*-diastereomer of nigrasin C. It has been isolated from the twigs of Morus nigra. It has a role as a plant metabolite. It is an extended flavonoid, an organic heteropentacyclic compound and a polyphenol.